C(CCCCCCCCCCC)CCC(=S)[O-] 3-dodecylthiopropionat